ClC1=CC=2C(C=3N=C(N=CC3C2C=C1)C)=O 7-chloro-2-methyl-9H-indeno[2,1-d]pyrimidin-9-one